cyclopent-3,5-diene-1,3-dicarboxaldehyde C=1(CC(=CC1)C=O)C=O